(7-bromo-2,3-dihydrobenzofuran-4-yl)methanol BrC1=CC=C(C=2CCOC21)CO